4,6-bis-trichloromethyl-s-triazine ClC(C1=NC=NC(=N1)C(Cl)(Cl)Cl)(Cl)Cl